O=C1NC(=C(C=C1C(=O)N)C1=CC=C(C=C1)CN1CCCCC1)C(F)(F)F 2-oxo-5-(4-(piperidin-1-ylmethyl)phenyl)-6-(trifluoromethyl)-1,2-dihydropyridine-3-carboxamide